BrC1=CC(=NC=C1)O[C@H](CC[C@H](C)N)C (2S,5S)-5-((4-bromopyridin-2-yl)oxy)hexan-2-amine